FC=1C=C2C=3C(=NNC(C3C1)=O)C(C(N2)C2=CC=C(C=C2)F)N2C(N1[C@](C2=O)(CCC1)C)=O 5-fluoro-8-(4-fluorophenyl)-9-((S)-7a-methyltetrahydro-1H-pyrrolo[1,2-c]imidazole-1,3(2H)-dione-2-yl)-8,9-dihydro-2H-pyrido[4,3,2-de]phthalazin-3(7H)-one